5-chloro-N-[[3-fluoro-4-[1-methyl-4-(trifluoromethyl)imidazol-2-yl]phenyl]methyl]-2-methyl-thiazolo[5,4-d]pyrimidin-7-amine ClC=1N=C(C2=C(N1)SC(=N2)C)NCC2=CC(=C(C=C2)C=2N(C=C(N2)C(F)(F)F)C)F